FC=1C=NC=CC1CCC(=O)[O-] 3-(3-fluoropyridin-4-yl)propanoate